C(C1=CC=CC=C1)OC(=O)N1CC(N(CC1)CC1(CCN(CC12CCCC2)C(=O)OC(C)(C)C)O)=O tert-Butyl 10-((4-((benzyloxy)carbonyl)-2-oxopiperazin-1-yl)methyl)-10-hydroxy-7-azaspiro[4.5]decane-7-carboxylate